C(C)(C)(C)[C@@H]1CC[C@H](CC1)O (+)-trans-4-tert-butylcyclohexanol